ClC1=C(C=CC(=C1)C#N)CC(=O)OC methyl 2-(2-chloro-4-cyanophenyl)acetate